C(C)[C@]12CC(C[C@](CC1)(N2)CC)N(C=2SC=1N=C(N=CC1N2)C=2C=C(C=1N(C2)C=C(N1)C)F)C N-[(1R,3r,5S)-1,5-diethyl-8-azabicyclo[3.2.1]octan-3-yl]-5-(8-fluoro-2-methylimidazo[1,2-a]pyridin-6-yl)-N-methyl[1,3]thiazolo[5,4-d]pyrimidin-2-amine